(6-amino-6-(1-(2-oxo-2-(prop-2-yn-1-ylamino)ethyl)-1H-tetrazol-5-yl)hexyl)boronic acid hydrochloride Cl.NC(CCCCCB(O)O)C1=NN=NN1CC(NCC#C)=O